C(C1=CC=CC=C1)OP(=O)(OCC1=CC=CC=C1)CP(OCC1=CC=CC=C1)(O)=O benzyl hydrogen ((bis(benzyloxy)phosphoryl)methyl)phosphonate